(S)-2-ethyl-5-((4-((2-hydroxy-1-phenylethyl)amino)-5-(3-(2-hydroxypropan-2-yl)-1,2,4-oxadiazol-5-yl)pyridin-2-yl)amino)-3,3-dimethylisoindolin-1-one C(C)N1C(C2=CC=C(C=C2C1(C)C)NC1=NC=C(C(=C1)N[C@H](CO)C1=CC=CC=C1)C1=NC(=NO1)C(C)(C)O)=O